CC1=C(C=C(C(=C1)C1=NC2=C(C=C(N=C2C=C1)C(F)(F)F)C)C)N1C(C=2N(CC1)N=CC2C)=O 5-(2,5-dimethyl-4-(8-methyl-6-(trifluoromethyl)-1,5-naphthyridin-2-yl)phenyl)-3-methyl-6,7-dihydropyrazolo[1,5-a]pyrazin-4(5H)-one